N-(2-aminophenyl)-benzenesulfonamide NC1=C(C=CC=C1)NS(=O)(=O)C1=CC=CC=C1